N-(3-{[3-cyclopropyl-1-(2-fluoro-4-iodophenyl)-6,8-dimethyl-2,4,7-trioxopyrido[2,3-d]pyrimidin-5-yl]oxy}phenyl)methanesulfinamide C1(CC1)N1C(N(C2=C(C1=O)C(=C(C(N2C)=O)C)OC=2C=C(C=CC2)NS(=O)C)C2=C(C=C(C=C2)I)F)=O